FC=1C=C(C(=NC1)O)CC=1C(=NN(N1)C)B(O)O (5-((5-fluoro-2-hydroxypyridin-3-yl)methyl)-2-methyl-2H-1,2,3-triazol-4-yl)boronic acid